O1C(CCCC1)O[C@@H](C)C=1N(C=CN1)CC1=NOC(=C1)C1=CC=C(C=C1)C#CC=1C=CC(=NC1)CN1CC(CC1)C#N 1-((5-((4-(3-((2-((1S)-1-((tetrahydro-2H-pyran-2-yl)oxy)ethyl)-1H-imidazol-1-yl)methyl)isoxazol-5-yl)phenyl)ethynyl)pyridin-2-yl)methyl)pyrrolidine-3-carbonitrile